4-(3-(2-methoxyphenyl)propyl)morpholine COC1=C(C=CC=C1)CCCN1CCOCC1